ClC=1C=C(OC2C(C(C2(C)C)NC(=O)C=2N=NC(=CC2)N2CCN(CC2)CC2=CC=C(C=C2)N2C(NC(CC2)=O)=O)(C)C)C=CC1C#N N-((1r,3r)-3-(3-chloro-4-cyanophenoxy)-2,2,4,4-tetramethylcyclobutyl)-6-(4-(4-(2,4-dioxotetrahydropyrimidin-1(2H)-yl)benzyl)piperazin-1-yl)pyridazine-3-carboxamide